FC1=C(C(=O)[O-])C=CN=C1 fluoroisonicotinate